m-chloro-N-methylaniline ClC=1C=C(NC)C=CC1